5-(5-t-butoxycarbonyl-2-norbornyloxycarbonyl)-bicyclo[2.2.1]Hept-2-ene C(C)(C)(C)OC(=O)C1C2CC(C(C1)C2)OC(=O)C2C1C=CC(C2)C1